1,2,3-trimethyl-3H-indole-3-pentanoic acid CN1C(C(C2=CC=CC=C12)(CCCCC(=O)O)C)C